C1(CC1)C1=CC2=C(OCCN2C2=NC3=CC(=NC=C3C=C2)C#N)C=C1 2-(6-cyclopropyl-2,3-dihydro-4H-benzo[b][1,4]oxazin-4-yl)-1,6-naphthyridine-7-carbonitrile